BrC1=C2C(C(N(C2=CC=C1C)CC)=O)(C)C 4-Bromo-1-ethyl-3,3,5-trimethylindolin-2-one